tert-butyl (3S)-3-(carbamoylmethyl)pyrrolidine-1-carboxylate C(N)(=O)C[C@H]1CN(CC1)C(=O)OC(C)(C)C